Methyl 2-(4-(6-((4-cyano-2-fluorobenzyl)oxy)pyridin-2-yl)-2-methoxybenzyl)-1-(2-methoxyethyl)-1H-benzo[d]imidazole-6-carboxylate C(#N)C1=CC(=C(COC2=CC=CC(=N2)C2=CC(=C(CC3=NC4=C(N3CCOC)C=C(C=C4)C(=O)OC)C=C2)OC)C=C1)F